N-((3S,4S)-4-(3-chlorophenyl)-1-(imidazo[1,5-a]pyridine-8-carbonyl)piperidin-3-yl)-7-fluoro-1H-benzo[d]imidazole-2-carboxamide ClC=1C=C(C=CC1)[C@H]1[C@@H](CN(CC1)C(=O)C=1C=2N(C=CC1)C=NC2)NC(=O)C2=NC1=C(N2)C(=CC=C1)F